3-(1H-indol-4-yl)thiobenzamide N1C=CC2=C(C=CC=C12)C=1C=C(C(=S)N)C=CC1